2-(4-(tert-butyl)phenyl)-4,6-dimethylpyrimidine C(C)(C)(C)C1=CC=C(C=C1)C1=NC(=CC(=N1)C)C